(4aS,8aR)-6-[4-[[6-(trifluoromethyl)-3-pyridinyl]oxymethyl]piperidine-1-carbonyl]-4,4a,5,7,8,8a-hexahydropyrido[4,3-b][1,4]oxazin-3-one FC(C1=CC=C(C=N1)OCC1CCN(CC1)C(=O)N1C[C@H]2[C@H](OCC(N2)=O)CC1)(F)F